5-{methyl[1-(propan-2-yl)piperidin-4-yl]amino}[1,3]thiazolo[5,4-d][1,3]thiazol CN(C=1SC2=C(N1)SC=N2)C2CCN(CC2)C(C)C